P(=O)([O-])([O-])[O-].[Na+].C(C1=C(C(=CC(=C1)C(C)(C)C)C(C)(C)C)O)C1=C(C(=CC(=C1)C(C)(C)C)C(C)(C)C)O.[Na+].[Na+] 2,2'-methylene-bis(4,6-di-tert-butylphenol) sodium phosphate